4-amino-N-(bicyclo[1.1.1]pentan-1-yl)-N-(4-(difluoromethoxy)-2-fluorobenzyl)imidazo[1,5-a]quinoxaline-8-carboxamide NC=1C=2N(C3=CC(=CC=C3N1)C(=O)N(CC1=C(C=C(C=C1)OC(F)F)F)C13CC(C1)C3)C=NC2